1-(3-bromo-5-chlorophenyl)-2-chloropropan-1-one BrC=1C=C(C=C(C1)Cl)C(C(C)Cl)=O